3-(1-((tert-butyldimethylsilyl)oxy)-3-(4,4,5,5-tetramethyl-1,3,2-dioxaborolan-2-yl)propan-2-yl)-5-(3-isopropoxy-4-methoxyphenyl)pyridine [Si](C)(C)(C(C)(C)C)OCC(CB1OC(C(O1)(C)C)(C)C)C=1C=NC=C(C1)C1=CC(=C(C=C1)OC)OC(C)C